F[P-](F)(F)(F)(F)F.C(C)(C)(C)C1=C(C=CC=C1)[I+]C1=C(C=CC=C1)C(C)(C)C Di(tert-butylphenyl)iodonium hexafluorophosphate